C(C)(C)(C)OC(=O)N1C[C@@H]2COC3=C(CN2CC1)C(=CC(=C3Cl)Br)OC.CN(C(C3=CC=C(C=C3)OC=3C(=CC=C1C(C=COC31)=O)[N+](=O)[O-])=O)C N,N-dimethyl-4-((7-nitro-4-oxo-4H-chromen-8-yl)oxy)benzamide Tert-butyl-(12aR)-9-bromo-10-chloro-7-methoxy-3,4,12,12a-tetrahydro-6H-pyrazino[2,1-c][1,4]benzoxazepine-2(1H)-carboxylate